(E)-2-Butenedioic acid monomethyl ester COC(\C=C\C(=O)O)=O